C1(CC1)NC(CN1N=CC2=NC=C(C=C21)C2=CC(=CC=C2)C(F)(F)F)=O N-Cyclopropyl-2-[6-[3-(trifluoromethyl)phenyl]pyrazolo[4,3-b]pyridin-1-yl]acetamide